acryloyloxyheptyl phosphate P(=O)(OCCCCCCCOC(C=C)=O)([O-])[O-]